1-((2-aminothiazol-5-yl)methyl)-N-phenylpiperidine-4-carboxamide NC=1SC(=CN1)CN1CCC(CC1)C(=O)NC1=CC=CC=C1